5-[3-(2,2-Dimethoxyethoxy)azetidin-1-yl]-2-(2,6-dioxo-3-piperidyl)isoindoline-1,3-dione COC(COC1CN(C1)C=1C=C2C(N(C(C2=CC1)=O)C1C(NC(CC1)=O)=O)=O)OC